N1C=CC2=CC=C(C=C12)NC(=O)C1=CC2=C(SCC(N2CC2CN(C2)C2=CC=CC=C2)=O)C=C1 N-(1H-indol-6-yl)-3-oxo-4-((1-phenylazetidin-3-yl)methyl)-3,4-dihydro-2H-benzo[b][1,4]thiazine-6-carboxamide